O=C1N(CC2=CC(=CC=C12)CN1CCN(CC1)C=1C2=C(N=CN1)SC(=C2)C2=CC=CC=C2)N2C(NC(CC2)=O)=O 1-(1-oxo-5-((4-(6-phenylthieno[2,3-d]pyrimidin-4-yl)piperazin-1-yl)methyl)isoindolin-2-yl)dihydropyrimidine-2,4(1H,3H)-dione